(7-bromo-2,6-dichloro-8-fluoro-quinazolin-4-yl)-N,N-dimethyl-4,6,7,8-tetrahydropyrazolo[1,5-a][1,4]diazepine-2-carboxamide BrC1=C(C=C2C(=NC(=NC2=C1F)Cl)C=1C(=NN2C1CNCCC2)C(=O)N(C)C)Cl